C[C@@H]1CN(C[C@@H](N1CC(F)(F)F)C)C1=CC=C(C(=N1)C)NC1CCC(CC1)N N1-(6-((3R,5S)-3,5-dimethyl-4-(2,2,2-trifluoroethyl)piperazin-1-yl)-2-methylpyridin-3-yl)cyclohexane-1,4-diamine